CC1(O[C@H]([C@@H](O1)C(=O)OCC)C1=CSC=C1)C (4R,5S)-ethyl 2,2-dimethyl-5-(thiophen-3-yl)-1,3-dioxolane-4-carboxylate